N-Salicylidenamin C(C=1C(O)=CC=CC1)=N